4-(4-Bromo-3-hydroxy-5-phenyl-quinolin-2-yl)-4-oxo-butyric acid ethyl ester C(C)OC(CCC(=O)C1=NC2=CC=CC(=C2C(=C1O)Br)C1=CC=CC=C1)=O